CNS(=O)(=O)C=1NC=C(N1)C N-methyl-methylimidazolesulfonamide